(1-((6-chloropyridin-3-yl)((2-(trimethylsilyl)ethoxy)methyl)amino)isoquinolin-6-yl)methanol ClC1=CC=C(C=N1)N(C1=NC=CC2=CC(=CC=C12)CO)COCC[Si](C)(C)C